CC1(OCC[C@@H](C1)C(N1C[C@@H]2[C@H](C1)CC(C2)NC=2N=NC(=CC2)C=2C(=NC=CC2)C(F)(F)F)([2H])[2H])C (3aR,5s,6aS)-2-(((S)-2,2-dimethyltetrahydro-2H-pyran-4-yl)methyl-d2)-N-(6-(2-(trifluoromethyl)pyridin-3-yl)pyridazin-3-yl)octahydrocyclopenta[c]pyrrol-5-amine